C1(=CC=CC=C1)C=C1C=C(C(C(=C1)C(C)(C)C)=O)C(C)(C)C 4-phenylmethylene-2,6-di-tert-butyl-2,5-cyclohexadiene-1-one